(4-chloro-6-phenyl-1,3,5-triazin-2-yl)-9-phenyl-9H-carbazole ClC1=NC(=NC(=N1)C1=CC=CC=C1)C1=CC=CC=2C3=CC=CC=C3N(C12)C1=CC=CC=C1